BrC12CC3CC(CC(C1)C3)C2 Bromoadamantan